2-[1-[(2R)-2-(2-cyanoethoxy)-2-(2-methoxyphenyl)ethyl]-5-methyl-2,4-dioxo-6-(2H-1,2,3-triazol-2-yl)-1H,2H,3H,4H-thieno[2,3-d]pyrimidin-3-yl]-2-methyl-N-(propan-2-yl)propanamide C(#N)CCO[C@@H](CN1C(N(C(C2=C1SC(=C2C)N2N=CC=N2)=O)C(C(=O)NC(C)C)(C)C)=O)C2=C(C=CC=C2)OC